NC1=CC=C(C=C1)C=1C=C(N(C1)C1=CC=CC=C1)C(=O)C1=CC(=C(C(=C1)OC)OC)OC [4-(4-aminophenyl)-1-phenyl-1H-pyrrol-2-yl](3,4,5-trimethoxyphenyl)methanone